C(C)OC(=O)C1=NC=2N(C(=C1)NC1=CC3=C(N(C(N3CC[C@@H](C)O)=O)C)C=C1)N=CC2 7-[[3-[(3R)-3-hydroxybutyl]-1-methyl-2-oxo-benzoimidazol-5-yl]amino]pyrazolo-[1,5-a]pyrimidine-5-carboxylic acid ethyl ester